CC(C[C@@H](C(N[C@H](C=O)C[C@H]1C(NCC1)=O)=O)NC(OC([2H])([2H])C1=CC=C(C=C1)F)=O)C (4-Fluorophenyl)methyl-d2 ((S)-4-methyl-1-oxo-1-(((S)-1-oxo-3-((S)-2-oxopyrrolidin-3-yl)propan-2-yl)amino)pentan-2-yl)carbamate